Ethyl (E)-3-(3-chloroquinolin-6-yl)acrylate ClC=1C=NC2=CC=C(C=C2C1)/C=C/C(=O)OCC